1-(trans-4-aminocyclohexyl)-1-(5-(2-methoxypyrimidin-5-yl)pyridin-2-yl)-3-((1R)-1-phenylethyl)urea N[C@@H]1CC[C@H](CC1)N(C(=O)N[C@H](C)C1=CC=CC=C1)C1=NC=C(C=C1)C=1C=NC(=NC1)OC